xylose galacturonate O=C[C@H](O)[C@@H](O)[C@@H](O)[C@H](O)C(=O)O.O=C[C@H](O)[C@@H](O)[C@H](O)CO